N-(4-cyanobenzyl)-8-((1-(N-(cyanomethyl)sulfamoyl)cyclopropyl)methoxy)-1-methyl-2-oxo-1,2-dihydropyrido[2,3-d]pyridazine-3-carboxamide C(#N)C1=CC=C(CNC(=O)C2=CC=3C(=C(N=NC3)OCC3(CC3)S(NCC#N)(=O)=O)N(C2=O)C)C=C1